5-(1H-pyrazol-1-yl)pyridine N1(N=CC=C1)C=1C=CC=NC1